FCCCN1N=CC=2C1=NC(=CC2)NC2=NC=C(C(=C2)N2C[C@H](CCC2)O)C=2C=NN(C2)CC(F)(F)F (S)-1-(2-((1-(3-fluoropropyl)-1H-pyrazolo[3,4-b]pyridin-6-yl)amino)-5-(1-(2,2,2-trifluoroethyl)-1H-pyrazol-4-yl)pyridin-4-yl)piperidin-3-ol